(2s,4r)-N-(3-chloro-4-fluorophenyl)-4-(hydroxymethyl)-N-methyl-1-[6-methyl-4-(trifluoromethyl)pyridin-2-yl]-5-oxopyrrolidine-2-carboxamide ClC=1C=C(C=CC1F)N(C(=O)[C@H]1N(C([C@H](C1)CO)=O)C1=NC(=CC(=C1)C(F)(F)F)C)C